ClC1=NC=CC(=N1)C1=CC=C(C=C1)F 2-chloro-4-(4-fluoro-phenyl)pyrimidine